O1C(=CC=C1)C(CN1CN(C=C1)C)=O 1-(2-furan-2-yl-2-oxo-ethyl)-3-methylimidazole